N1CCCC1.F[B-](F)(F)F.[H+] tetrafluoroboric acid pyrrolidine salt